ClC=1C(=CC(=C(CN[C@@H](CO)C(=O)O)C1)OCC=1C=NC=CC1)OCC1=C(C(=CC=C1)C1=C2CCN(C2=CC=C1)CCCN1CCC(CC1)(C(=O)O)O)Br N-(5-chloro-2-((pyridin-3-yl)methoxy)-4-(3-(1-(3-(4-hydroxy-4-carboxypiperidin-1-yl)propyl)indoline-4-yl)-2-bromobenzyloxy)benzyl)-L-serine